3-(2-(3-Acetyl-5-(2-methylpyrimidin-5-yl)-1H-indazol-1-yl)acetyl)-N-(6-bromo-3-cyclopropylpyridin-2-yl)-3-azabicyclo[3.1.0]hexane-2-carboxamide C(C)(=O)C1=NN(C2=CC=C(C=C12)C=1C=NC(=NC1)C)CC(=O)N1C(C2CC2C1)C(=O)NC1=NC(=CC=C1C1CC1)Br